(S)-1-(3-(4-amino-3-((2-cyclopropylbenzo[d]oxazol-5-yl)ethynyl)-1H-pyrazolo[3,4-d]pyrimidin-1-yl)pyrrolidin-1-yl)prop-2-en-1-one NC1=C2C(=NC=N1)N(N=C2C#CC=2C=CC1=C(N=C(O1)C1CC1)C2)[C@@H]2CN(CC2)C(C=C)=O